C(C=C)(=O)N1CC(C1)OC=1C=C2C(=NC=NC2=CC1OC)NC=1C=C(C=CC1OC)C1=C(C(=C(C=C1)F)NC(=O)C1CC1)F N-(3'-((6-((1-acryloylazetidin-3-yl)oxy)-7-methoxy-quinazolin-4-yl)amino)-2,4-difluoro-4'-methoxy-[1,1'-biphenyl]-3-yl)cyclopropan-carboxamide